(R)-3-fluoropyrrolidine-1-sulfonyl chloride F[C@H]1CN(CC1)S(=O)(=O)Cl